C1(CCCC1)COC1=C(C=C(C=C1)S(=O)(=O)C)C=1C2=C(C(N(C1)C)=O)NC=C2 4-[2-(cyclopentylmethoxy)-5-(methylsulfonyl)phenyl]-6-methyl-1,6-dihydro-7H-pyrrolo[2,3-c]pyridin-7-one